BrC1=CC2=C(C3=CC=CC=C3C(=C2C=C1)OCCCCCC)OCCCCCC 2-bromo-9,10-bis(n-hexyloxy)anthracene